CSC1=CC=CC(=N1)C(=O)O 6-(Methylsulfanyl)pyridine-2-carboxylic acid